NC1=C(C=C(C=C1)C1=CC=C(O1)CC1=NNC(C2=CC=CC=C12)=O)[N+](=O)[O-] 4-((5-(4-amino-3-nitrophenyl)furan-2-yl)methyl)phthalazin-1(2H)-one